3,5-dihydroxy-6-isoprenyl-4-(2-methyl-1-oxopropyl)-2-{[2,4-dihydroxy-3,3-dimethyl-6-oxo-5-(2-methyl-1-oxopropyl)cyclohexa-1,4-dien-1-yl]methyl}phenolate OC=1C(=C(C(=C(C1C(C(C)C)=O)O)C=CC(C)=C)[O-])CC1=C(C(C(=C(C1=O)C(C(C)C)=O)O)(C)C)O